(7R,8R)-7-((R)-5H-imidazo[5,1-a]isoindol-5-yl)-5,6,7,8-tetrahydroquinolin-8-ol C=1N=CN2C1C1=CC=CC=C1[C@H]2[C@H]2CCC=1C=CC=NC1[C@@H]2O